4-(((2Z)-5-(3-methylbenzylidene)-4-oxo-3-phenylthiazolidin-2-ylidene)amino)benzenesulphonamide CC=1C=C(C=C2C(N(/C(/S2)=N/C2=CC=C(C=C2)S(=O)(=O)N)C2=CC=CC=C2)=O)C=CC1